CCN1C(=O)CC(C1=O)SC[C@@H](C(=O)N[C@@H]2[C@H]([C@@H]([C@H](O[C@@H]2OC3[C@@H]([C@H](C([C@H]([C@H]3O)O)O)O)O)CO)O)O)NC(=O)C The molecule is a mycothiol conjugate arising from formal addition of the side-chain sulfur atom of the cysteine residue of mycothiol across the C=C double bond of N-ethylmaleimide. It derives from a N-ethylsuccinimide.